3-aminopyrazine-2-formaldehyde NC=1C(=NC=CN1)C=O